ClC1=NC(=NC(=C1[N+](=O)[O-])Cl)SCCC 4,6-dichloro-5-nitro-2-propylsulfanylpyrimidine